CC=1OC=CC(C1OC(N)=O)=O Carbamic acid 2-methyl-4-oxo-4H-pyran-3-yl ester